COC=1C(C(=C(C(C1OC)=O)C)CCC[Si](C)(C)C)=O 2,3-dimethoxy-5-methyl-6-(3-(trimethylsilyl)propyl)cyclohexane-2,5-diene-1,4-dione